N-methylaminopropyl-tris(trimethylsiloxy)silane CNCCC[Si](O[Si](C)(C)C)(O[Si](C)(C)C)O[Si](C)(C)C